C(C)(C)(C)OC(=O)N1CCC(CC1)C1=C(C(=CC=C1)C(CC(C)(O)C1=NC=C(C=C1)Cl)=O)O 4-[3-[3-(5-Chloro-2-pyridinyl)-3-hydroxy-butyryl]-2-hydroxy-phenyl]piperidine-1-carboxylic acid tert-butyl ester